C=C1C(N(CC)CC)C=CC=C1 methylenebis(2-ethyl)aniline